F[C@H]1CN(CC[C@H]1NC1=C2C=C(N(C2=CC=C1)CC(F)(F)F)C1=NOC(=N1)CC1=C(SC(=C1)C1(CC1)COC)C(=O)N)C {[3-(4-{[(3S,4R)-3-fluoro-1-methylpiperidin-4-yl]amino}-1-(2,2,2-trifluoroethyl)-1H-indol-2-yl)-1,2,4-oxadiazol-5-yl]methyl}-5-[1-(methoxymethyl)cyclopropyl]thiophene-2-carboxamide